2-[4-(2-naphthalenyl)phenyl]-4-phenyl-6-spiro[9H-fluorene-9,9'-[9H]xanthen]-4-yl-1,3,5-triazine C1=C(C=CC2=CC=CC=C12)C1=CC=C(C=C1)C1=NC(=NC(=N1)C1=CC=CC=C1)C1=CC=CC2=C1C1=CC=CC=C1C21C2=CC=CC=C2OC=2C=CC=CC12